sodium dibutyldithiocarbamate C(CCC)N(C([S-])=S)CCCC.[Na+]